N-(3-((5-chloro-3-methyl-4-oxo-3,4-dihydroquinazolin-6-yl)amino)-2,4,5-trifluorophenyl)pyrrolidine-1-sulfonamide Trifluoroacetate FC(C(=O)O)(F)F.ClC1=C2C(N(C=NC2=CC=C1NC=1C(=C(C=C(C1F)F)NS(=O)(=O)N1CCCC1)F)C)=O